benzo[d][1,3,2]thiaselenazol-1-one S1(N[Se]C2=C1C=CC=C2)=O